(S)-(4-bromo-2-fluorophenoxy)cyclopropylacetic acid BrC1=CC(=C(O[C@H](C(=O)O)C2CC2)C=C1)F